3-[3-methylsulfonyl-4-(1,2,4-thiadiazol-5-yl)pyridin-1-ium-1-yl]propanoic acid bromide CS(=O)(=O)C=1C=[N+](C=CC1C1=NC=NS1)CCC(=O)Br